1-{[1-(4-chloro-3-fluorophenyl)-3-methyl-1H-1,2,4-triazol-5-yl]methyl}-3-{[1-(5-fluoroquinazolin-7-yl)-1H-1,2,4-triazol-5-yl]methyl}urea ClC1=C(C=C(C=C1)N1N=C(N=C1CNC(=O)NCC1=NC=NN1C1=CC(=C2C=NC=NC2=C1)F)C)F